[Na].ClNS(=O)(=O)C1=CC=CC=C1 N-chloro-p-benzenesulfonamide sodium salt